(2-(4'-Fluoro-2'-(4-methyl-4H-1,2,4-triazol-3-yl)-[1,1'-biphenyl]-3-yl)-7-(trifluoromethyl)benzo[d]oxazol-5-yl)methan-d2-ol FC1=CC(=C(C=C1)C1=CC(=CC=C1)C=1OC2=C(N1)C=C(C=C2C(F)(F)F)C(O)([2H])[2H])C2=NN=CN2C